2-amino-8-methoxy-N-[(6-methyl-2-pyridyl)methyl]quinazoline-4-carboxamide NC1=NC2=C(C=CC=C2C(=N1)C(=O)NCC1=NC(=CC=C1)C)OC